ClC(CCC(=O)OCC1=CC=CC=C1)=O benzyl 4-chloro-4-oxobutyrate